The molecule is a hydroxy monocarboxylic acid anion that is the conjugate base of vanillylmandelic acid. It has a role as a human metabolite. It derives from a mandelate. It is a conjugate base of a vanillylmandelic acid. COC1=C(C=CC(=C1)C(C(=O)[O-])O)O